(cis)-5-(4-{5-[5-fluoro-6-(2-methoxyethoxy)-1H-indazol-3-yl]-1,2-oxazol-3-yl}benzoyl)-octahydropyrrolo[2,3-c]pyrrol-2-one FC=1C=C2C(=NNC2=CC1OCCOC)C1=CC(=NO1)C1=CC=C(C(=O)N2C[C@@H]3[C@H](C2)CC(N3)=O)C=C1